ClC1=C(C(=O)NC(C(=O)O)CC2=CC=C(C=C2)OCCCCNC2=NCCNC2)C(=CC=C1)Cl 2-(2,6-dichlorobenzamido)-3-(4-(4-((3,4,5,6-tetrahydropyrazin-2-yl)amino)butoxy)phenyl)propanoic acid